C(C)OC(=O)C1=CC(=C2C(=N1)O[C@H](CC2)[C@@H](C)OC(F)F)C2=C(C=C(C=C2)F)F (R)-2-((R)-1-(difluoromethoxy)Ethyl)-5-(2,4-difluorophenyl)-3,4-dihydro-2H-pyrano[2,3-b]Pyridine-7-carboxylic acid ethyl ester